O=C1NC2=C(SC3=C1C=CC=C3)C=CC(=C2)C(=O)NCC2=CN=C(S2)C2=CC=C(OCC(=O)O)C=C2 2-(4-(5-((11-oxo-10,11-dihydrodibenzo[b,f][1,4]thiazepine-8-carboxamido)methyl)thiazol-2-yl)phenoxy)acetic acid